BrCCCOC1=CC=C(C2=CC=CC=C12)S(=O)(=O)NCCCC1=CNC2=CC=C(C=C12)Cl 4-(3-bromopropyloxy)-N-(3-(5-chloro-1H-indol-3-yl)propyl)naphthalene-1-sulfonamide